tert-butyl (S)-3-((3-((3-chloro-5-methylbenzyl)amino)-4-oxo-4,6,7,8-tetrahydropyrrolo[1,2-a]pyrimidine-6-carboxamido)methyl)-5,7-dihydro-6H-pyrrolo[3,4-b]pyridine-6-carboxylate ClC=1C=C(CNC2=CN=C3N(C2=O)[C@@H](CC3)C(=O)NCC=3C=C2C(=NC3)CN(C2)C(=O)OC(C)(C)C)C=C(C1)C